[Na+].N1=CC(=CC=C1)S(=O)(=O)[O-] 3-Pyridinesulfonic acid sodium salt